C(C)OC(=O)[C@H]1C2CCC(C1NC1=NC(=NC(=C1)C=1SC(=CC1)C)Cl)CC2.O(C2=CC=CC=C2)OP(=O)(OOC2=CC=CC=C2)OC2=CC(=CC=C2)OP(=O)(OOC2=CC=CC=C2)OOC2=CC=CC=C2 1,3-bis(diphenoxyphosphonooxy)benzene (2S,2S)-ethyl-3-((2-chloro-6-(5-methylthiophen-2-yl)pyrimidin-4-yl)amino)bicyclo[2.2.2]octane-2-carboxylate